2-vinylthio-naphtho[1,2-d]benzoxazole C(=C)SC1=CC2C3(N=CO2)C(=C1)C=CC=1C=CC=CC13